PROP-2-ENYL 2-(3-METHYLBUTOXY)ACETATE CC(CCOCC(=O)OCC=C)C